(5-(5-chloro-2-methoxypyridin-4-yl)-1H-pyrazole-3-carbonyl)-N-(imidazo[1,2-a]pyridin-2-ylmethyl)piperidine-4-carboxamide ethyl-3-hydroxy-2-methyl-pyrrolidine-2-carboxylate C(C)OC(=O)C1(NCCC1O)C.ClC=1C(=CC(=NC1)OC)C1=CC(=NN1)C(=O)N1CCC(CC1)C(=O)NCC=1N=C2N(C=CC=C2)C1